C([2H])CS(=O)(=O)OC1=CC=C(C=C1)C1=CC=CC=2N1N=C(N2)NC(NC2CC2)=O (4-(2-(cyclopropylcarbamoylamino)-[1,2,4]triazolo[1,5-a]pyridin-5-yl) phenyl) methyl-d-methanesulfonate